2-{6-Azaspiro[2.5]octan-6-yl}-N-[8-(4,4-difluoropiperidin-1-yl)-7-fluoroquinolin-6-yl]-4-iodobenzamide C1CC12CCN(CC2)C2=C(C(=O)NC=1C=C3C=CC=NC3=C(C1F)N1CCC(CC1)(F)F)C=CC(=C2)I